5-cyano-3,4-dimethyl-N-(3-(thiazol-5-yl)-1H-indazol-5-yl)picolinamide C(#N)C=1C(=C(C(=NC1)C(=O)NC=1C=C2C(=NNC2=CC1)C1=CN=CS1)C)C